[3-(3-fluoroanilino)-1-(2,2,2-trifluoroethyl)pyrazolo[4,3-c]pyridin-6-yl]-(8-oxa-3-azabicyclo[3.2.1]octan-3-yl)methanone FC=1C=C(NC2=NN(C3=C2C=NC(=C3)C(=O)N3CC2CCC(C3)O2)CC(F)(F)F)C=CC1